O=C1NC2=CC=C(C=C2C(N1)=O)NC1=CC(=C(C=C1)CC(=O)N(C)C)OC 2-(4-((2,4-Dioxo-1,2,3,4-tetrahydroquinazolin-6-yl)amino)-2-methoxyphenyl)-N,N-dimethylacetamide